FC1=C(C=C(C=C1)[C@@H]1N(OCC1)C1=CC(=NC=N1)NC=1C(=CC(=C(C1)NC(C=C)=O)N1CCC(CC1)N1C[C@H](OCC1)C)OC)C(F)(F)F N-(5-((6-((R)-3-(4-fluoro-3-(trifluoromethyl)phenyl)isoxazolidin-2-yl)pyrimidin-4-yl)amino)-4-methoxy-2-(4-((R)-2-methylmorpholino)piperidin-1-yl)phenyl)acrylamide